5-[(4R,9aS)-8-[2-[4-[(3R,4R)-3-amino-4-methoxy-pyrrolidin-1-yl]phenyl]ethyl]-4-methyl-3,4,6,7,9,9a-hexahydro-1H-pyrazino[1,2-a]pyrazin-2-yl]quinoline-8-carbonitrile N[C@@H]1CN(C[C@H]1OC)C1=CC=C(C=C1)CCN1C[C@@H]2N([C@@H](CN(C2)C2=C3C=CC=NC3=C(C=C2)C#N)C)CC1